ClCC(=O)N1CCC(CC1)C=1SC(=C(N1)C=1C(=C(C=CC1)NC([O-])=O)F)C1=NC(=NC=C1)Cl (3-{2-[1-(2-chloroacetyl)piperidin-4-yl]-5-(2-chloropyrimidin-4-yl)-1,3-thiazol-4-yl}-2-fluorophenyl)carbamate